5-bromo-6-((3,3-difluorobicyclo[3.1.0]hexane-6-yl)amino)-N-(4-methoxybenzyl)-N-methylpyridine-3-sulfonamide BrC=1C=C(C=NC1NC1C2CC(CC12)(F)F)S(=O)(=O)N(C)CC1=CC=C(C=C1)OC